1-(tetrahydro-2H-pyran-2-yl)-5-(trifluoromethyl)-1H-pyrazolo[4,3-d]Pyrimidine-7-ol O1C(CCCC1)N1N=CC=2N=C(N=C(C21)O)C(F)(F)F